2-(2-Imino-5,6-dihydro-2H-cyclopenta[d]thiazol-3(4H)-yl)-1-(p-tolyl)ethan-1-one hydrogen bromide Br.N=C1SC2=C(N1CC(=O)C1=CC=C(C=C1)C)CCC2